N-(3-(1H-imidazol-1-yl)benzyl)-N-(3-methoxybenzyl)-4-((4-methylpiperazin-1-yl)methyl)thiazol-2-amine N1(C=NC=C1)C=1C=C(CN(C=2SC=C(N2)CN2CCN(CC2)C)CC2=CC(=CC=C2)OC)C=CC1